[N+](=O)([O-])C1=C(OC=C1)O nitrofuranol